Br.CN1CCC(CC1)=O N-methyl-4-piperidone hydrobromide salt